5-((4-((2-Cyclopropylethyl)amino)-5-fluoropyrimidin-2-yl)amino)benzo[c][1,2]oxaborole-1(3H)-ol C1(CC1)CCNC1=NC(=NC=C1F)NC1=CC2=C(B(OC2)O)C=C1